C(\C=C/C(=O)[O-])(=O)[O-].C(\C=C/C(=O)[O-])(=O)[O-].C(CCCCCCC)[Sn+4]CCCCCCCC dioctyltin dimaleate